BrC=1C(=CC(=C(C1)C1=C(C=C(C(=N1)C(=O)OC)Cl)Cl)Cl)C(F)(F)F Methyl 6-(5-bromo-2-chloro-4-(trifluoromethyl) phenyl)-3,5-dichloropicolinate